S1N=CC2=C1C=CC=C2 BENZOISOTHIAZOL